C(C1=CC=CC=C1)OC(=O)N1CC2(CCS(N2)(=O)=O)CCC1 thia-1,7-diazaspiro[4.5]decane-7-carboxylic acid benzyl ester 2,2-dioxide